C(#N)C=1C=C(C=CC1OCC1CCOCC1)S(=O)(=O)Cl 3-cyano-4-((tetrahydro-2H-pyran-4-yl)methoxyl)benzenesulfonyl chloride